(S)-1-cyclopropyloxy-7-(piperidin-3-ylamino)-2,6-naphthyridine-3-carbonitrile C1(CC1)OC1=NC(=CC2=CN=C(C=C12)N[C@@H]1CNCCC1)C#N